pyrazine-5(4H)-carboxylate N1=CCNC(=C1)C(=O)[O-]